NC(C(=O)O)(CCCCB(O)O)CCNC(C(C)C)=O 2-amino-6-borono-2-(2-isobutyramidoethyl)hexanoic acid